p-vinyl-benzene sodium benzoate C(C1=CC=CC=C1)(=O)[O-].[Na+].C(=C)C1=CC=CC=C1